FC(C=1C=C(C=CC1)C(C(=O)[O-])(C)C)F 2-(3-(difluoromethyl)phenyl)-2-methylpropanoate